C(CN(CC(=O)[O-])CC(=O)[O-])N(CC(=O)O)CC(=O)[O-].[Fe+2].[K+] potassium iron ethylenediaminetetraacetic acid salt